CC1=NC2=CC=C(C=C2CC1=O)CN1CCN(CC1)C=1C=CC(=NC1)C(=O)N 5-(4-((2-methyl-3-oxo-3,4-dihydroquinolin-6-yl)methyl)piperazin-1-yl)pyridineamide